ClC1=NC=C(C(=N1)C=1C=CC2=C(N=CO2)C1)Cl 5-(2,5-dichloropyrimidin-4-yl)benzo[d]oxazole